[2-(7-bromo-5-iodo-indazol-1-yl)-1,1-dimethyl-ethoxy]-tert-butyl-dimethyl-silane BrC=1C=C(C=C2C=NN(C12)CC(O[Si](C)(C)C(C)(C)C)(C)C)I